ClC1=CC=C(CC2=NNC(C3=CC=CC=C23)=O)C=C1 4-(4-chlorobenzyl)-1(2H)-phthalazinone